FC(OC=1C=CC(=NC1)N1CCN(CC1)CC1=CN=C2C=C(C=NC2=C1)CC)F 7-((4-(5-(Difluoromethoxy)pyridin-2-yl)piperazin-1-yl)methyl)-3-ethyl-1,5-naphthyridine